O1C(OCC2=C1C=CC=C2)C2C=C(N=C(S2)N)C2=C(C=C(C=C2)F)F 6-(benzo1,3-dioxanyl)-4-(2,4-difluorophenyl)-6H-1,3-thiazin-2-amine